2-((5-(difluoromethoxy)-2-(4-methylpiperazin-1-yl)pyridin-4-yl)amino)-5-fluoropyrimidine FC(OC=1C(=CC(=NC1)N1CCN(CC1)C)NC1=NC=C(C=N1)F)F